NC1=NC=CC(=C1Cl)SC=1C=2N(C(=NC1C)N1CCC3(CC1)[C@@H](C=1C(=NC=CC1)C3)N)C=CN2 (S)-1'-(8-((2-amino-3-chloropyridin-4-yl)thio)-7-methylimidazo[1,2-c]pyrimidin-5-yl)-5,7-dihydrospiro[cyclopenta[b]pyridine-6,4'-piperidine]-5-amine